FC=1C=C(C=C(C1)F)C1=C2C(=NN1C)[C@@H]1CCC[C@H](C2)N1C(=O)C1=NC2=CC=CN=C2C=C1 ((5R,9S)-3-(3,5-Difluorophenyl)-2-methyl-4,5,6,7,8,9-hexahydro-2H-5,9-epiminocycloocta[c]pyrazol-10-yl)(1,5-naphthyridin-2-yl)methanone